rel-(2S)-2-{6-bromoimidazo[1,2-a]pyridin-2-yl}-1-methylpyrrolidine BrC=1C=CC=2N(C1)C=C(N2)[C@H]2N(CCC2)C |o1:10|